N-cyclopropyl-4-[(2-methoxybenzoyl)sulfamoyl]benzamide C1(CC1)NC(C1=CC=C(C=C1)S(NC(C1=C(C=CC=C1)OC)=O)(=O)=O)=O